(3S)-3-{[N-(6-chloro-4-methoxy-1H-indole-2-carbonyl)-4-methyl-L-leucyl]amino}-2-oxo-4-[(3S)-2-oxopiperidin-3-yl]butyl 2-cyano-2-methylpropanoate C(#N)C(C(=O)OCC([C@H](C[C@H]1C(NCCC1)=O)NC([C@@H](NC(=O)C=1NC2=CC(=CC(=C2C1)OC)Cl)CC(C)(C)C)=O)=O)(C)C